C(#N)C1=CC=2N(C=C1)C=NC2CNC(OC(C)(C)C)=O tert-butyl ((7-cyanoimidazo[1,5-a]pyridin-1-yl)methyl)carbamate